O=C1SCC(N1CCCC(=O)O)=O 4-(2,4-dioxo-1,3-thiazolidin-3-yl)butanoic acid